7-chloro-1-methyl-1H-pyrrolo[3,2-b]pyridine-5-carbonitrile ClC1=C2C(=NC(=C1)C#N)C=CN2C